C(C)(C)OC(=O)C=1N2C=C(C=C2C=C(C1C)/C(=C\C)/N1CCOCC1)Br (E)-2-bromo-6-methyl-7-(1-morpholinyl-1-propen-1-yl)indolizine-5-carboxylic acid isopropyl ester